5,6-dimethylbenzimidazolylpentan CC1=CC2=C(N=C(N2)CCCCC)C=C1C